C1=C(C=CC2=CC=CC=C12)C=1C2=CC=CC=C2C(=C2C=CC(=CC12)C1=CC=C(C=C1)C1=NC2=C(N1C1=CC=CC=C1)C=CC=C2)C2=CC1=CC=CC=C1C=C2 2-{4-[9,10-bis(naphthalen-2-yl)-2-anthracenyl]phenyl}-1-phenyl-1H-benzimidazole